(S)-5-fluoro-4-(5-(2-hydroxypropan-2-yl)-1-methyl-1H-1,2,4-triazol-3-yl)-N-(o-tolyl)-2-((1,1,1-trifluoropropan-2-yl)oxy)benzamide FC=1C(=CC(=C(C(=O)NC2=C(C=CC=C2)C)C1)O[C@H](C(F)(F)F)C)C1=NN(C(=N1)C(C)(C)O)C